COC(C1=CC=C(C=C1)OCC(=O)NC(C)C)=O 4-[2-(isopropylamino)-2-oxo-ethoxy]benzoic acid methyl ester